CN1CC=2C=C3C(=NC2CC1)SC1=C3N=CNC1=O 9-methyl-7,8,9,10-tetrahydropyrimido[4',5':4,5]thieno[2,3-b][1,6]naphthyridin-4(3H)-one